6-(6-methoxy-5-{[2-(phenyl-sulfamoyl)ethyl]carbamoyl}-pyridin-3-yl)-N-methyl-1H-indazole-3-carboxamide COC1=C(C=C(C=N1)C1=CC=C2C(=NNC2=C1)C(=O)NC)C(NCCS(NC1=CC=CC=C1)(=O)=O)=O